NC1=CC=C(C(=N1)[C@]1(N=C(O[C@@H](C1(F)F)C(F)(F)F)NC(OC(C)(C)C)=O)C)F tert-Butyl ((4R,6S)-4-(6-amino-3-fluoropyridin-2-yl)-5,5-difluoro-4-methyl-6-(trifluoromethyl)-5,6-dihydro-4H-1,3-oxazin-2-yl)carbamate